COC=1C=C(C=CC1OC)C(CC(=O)Cl)F (Z)-3-(3,4-dimethoxyphenyl)-3-fluoropropoyl chloride